C(C)(C)(C)N1N=CC(=C1)NC(OC(C)(C)C)=O tert-butyl (1-(tert-butyl)-1H-pyrazol-4-yl)carbamate